(trans)-methyl 4-(2-chloro-4-fluorophenyl)-6-(4-(4-(2-methoxy-2-oxoethyl)-5-methyloxazol-2-yl)cyclohexyl)-2-(thiazol-2-yl)-1,4-dihydropyrimidine-5-carboxylate ClC1=C(C=CC(=C1)F)C1N=C(NC(=C1C(=O)OC)[C@@H]1CC[C@H](CC1)C=1OC(=C(N1)CC(=O)OC)C)C=1SC=CN1